FC1=C(C=C(C=C1)F)CCN (2,5-difluorophenyl)ethylamine